Oxacyclohexadecan-2-one O1C(CCCCCCCCCCCCCC1)=O